ClC1=CC=C(C=C1)C1=NN(CC1)C1=CC=C(C=C1)S(=O)(=O)C=C 3-(4-chlorophenyl)-1-[4-(ethenylsulfonyl)phenyl]-4,5-dihydro-1H-pyrazole